The molecule is a methyl-branched fatty acyl-CoA obtained from the formal condensation of the thiol group of coenzyme A with the carboxy group of isopalmitic acid It is a methyl-branched fatty acyl-CoA, a long-chain fatty acyl-CoA and an 11,12-saturated fatty acyl-CoA. It is a conjugate acid of an isopalmitoyl-CoA(4-). CC(C)CCCCCCCCCCCCC(=O)SCCNC(=O)CCNC(=O)[C@@H](C(C)(C)COP(=O)(O)OP(=O)(O)OC[C@@H]1[C@H]([C@H]([C@@H](O1)N2C=NC3=C(N=CN=C32)N)O)OP(=O)(O)O)O